CC(CCC)OC(=O)COC=1C(=C(C2=CC=CC=C2C1)C1=CC=CC2=CC=CC=C12)OCC(=O)OC(C)CCC bis(2-pentyloxycarbonylmethoxy)-1,1'-binaphthyl